C(C)(C)(C)OC(=O)N1CCC(=CC1)C1=CC(=C(C=C1)NC=1C(=NC(=CC1)OCC1=CC=CC=C1)OCC1=CC=CC=C1)F.ClCC(=O)NC1=CC=C(C=C1)F 2-Chloro-N-(4-fluorophenyl)acetamide tert-butyl-4-[4-[(2,6-dibenzyloxy-3-pyridyl)amino]-3-fluoro-phenyl]-3,6-dihydro-2H-pyridine-1-carboxylate